(butylperoxy)dimethyl-bis(butylperoxy)hexane C(CCC)OOC(C(OOCCCC)(OOCCCC)C)(CCCC)C